(R)-5-(5-(1-(3,5-Dichloropyridin-4-yl)ethoxy)-1H-indazol-3-yl)-3-(2,2,2-trifluoroethoxy)pyridin-2-amine ClC=1C=NC=C(C1[C@@H](C)OC=1C=C2C(=NNC2=CC1)C=1C=C(C(=NC1)N)OCC(F)(F)F)Cl